COC1=CC=C2C(=CC=NC2=C1)OC1=CC=C(C=C1)S(=O)(N)=NCCOC1=CC=NC=C1 4-((7-methoxyquinolin-4-yl)oxy)-N'-(2-(pyridin-4-yloxy)ethyl)benzenesulfonimidamide